4-adamantylphenylphenylboronic acid C12(CC3CC(CC(C1)C3)C2)C2=CC=C(C=C2)C2=C(C=CC=C2)B(O)O